N-[(2S,3R,4S)-4-fluoro-2-[(3'-fluoro[1,1'-biphenyl]-3-yl)methyl]-1-(1-hydroxycyclobutane-1-carbonyl)pyrrolidin-3-yl]ethanesulfonamide F[C@@H]1[C@@H]([C@@H](N(C1)C(=O)C1(CCC1)O)CC=1C=C(C=CC1)C1=CC(=CC=C1)F)NS(=O)(=O)CC